pyrimido[5,4-d]pyrimidin-2,4(1H,3H)-dione N1C(NC(C2=C1C=NC=N2)=O)=O